NCC1=CC(=C(C=C1)C=1N=C2SC3=C(N2C1)C=CC(=C3)C(=O)NCCCN3CCCCC3)C(F)(F)F 2-(4-(aminomethyl)-2-(trifluoromethyl)phenyl)-N-(3-(piperidin-1-yl)propyl)benzo[d]imidazo[2,1-b]thiazole-7-carboxamide